N(C1=CC=CC=C1)C1=CC=C(C=C1)N1C(C=CC1=O)=O N-(4-(anilino)phenyl)maleimide